BrC1=NC(=CC=C1)C1(CCCC1)OC 2-bromo-6-(1-methoxycyclopentyl)pyridine